C(C=C)O[Ge] allyloxygermanium